FC1=C(C=CC(=C1)C(=O)OC)C=1CCCCC1 Methyl 2-fluoro-2',3',4',5'-tetrahydro-[1,1'-biphenyl]-4-carboxylate